N-((S)-(7-((R*)-Cyclobutyl(4,4,4-trifluorobutanamido)methyl)imidazo[1,2-b]pyridazin-2-yl)(4,4-difluorocyclohexyl)methyl)-4-methyl-1,2,5-oxadiazole-3-carboxamide C1(CCC1)[C@H](C1=CC=2N(N=C1)C=C(N2)[C@@H](NC(=O)C2=NON=C2C)C2CCC(CC2)(F)F)NC(CCC(F)(F)F)=O |o1:4|